[C].C(=O)(O)C1=CC=C(C=C1)NN p-carboxyl-phenylhydrazine carbon